2-(3-((2-(1H-indol-3-yl)ethyl)(methyl)amino)propanamido)-2-((oleoyloxy)methyl)propane-1,3-diyl dioleate C(CCCCCCC\C=C/CCCCCCCC)(=O)OCC(COC(CCCCCCC\C=C/CCCCCCCC)=O)(COC(CCCCCCC\C=C/CCCCCCCC)=O)NC(CCN(C)CCC1=CNC2=CC=CC=C12)=O